CN(C1=CC=C(C=C1)C=CC=1OC(=CC(C1)=C(C#N)C#N)C)C 2-(2-{2-[4-(dimethylamino)phenyl]vinyl}-6-methyl-4H-pyran-4-ylidene)propanedinitrile